(2S)-2-(7-chloro-6-(2-hydroxypropan-2-yl)-1,1-dioxido-3,4-dihydro-2H-benzo[b][1,4,5]oxathiazepin-2-yl)-3-(6-fluoro-2,3-dimethylphenyl)butanoic acid ClC=1C=CC2=C(OCCN(S2(=O)=O)[C@H](C(=O)O)C(C)C2=C(C(=CC=C2F)C)C)C1C(C)(C)O